5-[2-tert-butyl-5-(4-fluorophenyl)-1H-imidazol-4-yl]-3-isobutyl-3H-[1,2,3]triazolo[4,5-b]pyridine mesylate S(C)(=O)(=O)O.C(C)(C)(C)C=1NC(=C(N1)C1=CC=C2C(=N1)N(N=N2)CC(C)C)C2=CC=C(C=C2)F